N-((4,6-dimethyl-2-oxo-1,2-dihydropyridin-3-yl)methyl)-2-(2-fluoro-4-methoxyphenyl)-6-methyl-5-(1-morpholinylethyl)indolizine-7-carboxamide CC1=C(C(NC(=C1)C)=O)CNC(=O)C=1C(=C(N2C=C(C=C2C1)C1=C(C=C(C=C1)OC)F)C(C)N1CCOCC1)C